C(#N)C1=CC(=C(COC2=CC=CC(=N2)C2=CC(N(C=C2)CC2=NC3=C(N2C[C@H]2OCCC2)C=CC=C3)=O)C=C1)F (S)-2-((4-(6-(4-Cyano-2-fluorobenzyloxy)pyridin-2-yl)-2-oxopyridin-1(2H)-yl)methyl)-1-((tetrahydrofuran-2-yl)methyl)-1H-benzo[d]imidazol